OC=1C=C(C=C(C1)O)C1=C(NC=C1C(=O)NCC)C1=CC=C(C=C1)C(F)(F)F (3,5-dihydroxyphenyl)-N-ethyl-2-(4-(trifluoromethyl)phenyl)Azole-4-carboxamide